6-(2-(5-cyclopropyl-3-(4-(trifluoromethyl)pyridin-3-yl)isoxazol-4-yl)-7-azaspiro[3.5]non-1-en-7-yl)-N-(cyclopropylsulfonyl)-4-(difluoromethoxy)quinoline-2-carboxamide C1(CC1)C1=C(C(=NO1)C=1C=NC=CC1C(F)(F)F)C1=CC2(C1)CCN(CC2)C=2C=C1C(=CC(=NC1=CC2)C(=O)NS(=O)(=O)C2CC2)OC(F)F